bis(3,4-epoxycyclohexylmethyl) ether C1(CC2C(CC1)O2)COCC2CC1C(CC2)O1